O=C(C(=O)NCC(=O)N[C@@H](CC(C)C)C(=O)OC)[C@H]1N(CCC1)C(CNC(=O)C1=CC=NC2=CC=CC=C12)=O Methyl (2-oxo-2-((S)-1-((quinoline-4-carbonyl)glycyl)pyrrolidin-2-yl)acetyl)glycyl-L-leucinate